C1(CCC1)NC=1N=CC=C(C(=O)NCC(CN2CC3=CC=C(C=C3CC2)OCC2=C(N=CO2)C)O)C1 6-(cyclobutylamino)-N-(2-hydroxy-3-(6-((4-methyloxazol-5-yl)methoxy)-3,4-dihydroisoquinolin-2(1H)-yl)propyl)isonicotinamide